OCCC(C(=O)O)SCCNC1CN(CC1)C=1C=NC2=CC=C(C=C2C1)C=1N=CNC1C1=NC(=CC=C1)C 4-hydroxy-2-[2-[[1-[6-[5-(6-methyl-2-pyridyl)-1H-imidazol-4-yl]-3-quinolyl]pyrrolidin-3-yl]amino]ethylsulfanyl]butanoic acid